FC1=C(C(=O)NCC=2C=NC(=NC2)C(F)(F)F)C=C(C=C1C=1SC(=CN1)C)OC[C@H]1CNCCO1 (R)-2-Fluoro-3-(5-methylthiazol-2-yl)-5-(morpholin-2-ylmethoxy)-N-((2-(trifluoromethyl)pyrimidine-5-yl)methyl)benzamide